1-(4-(difluoromethyl)phenyl)ethan-1-one FC(C1=CC=C(C=C1)C(C)=O)F